NC(CC(F)(F)F)C=1C=C(C=CC1)C1=CC(=CC=2C=COC21)COC2=C(C=CC=C2)CC(=O)O 2-(2-((7-(3-(1-amino-3,3,3-trifluoropropyl)phenyl)benzofuran-5-yl)methoxy)phenyl)acetic acid